Ethyl butyl sulfoxide C(CCC)S(=O)CC